Cl.C(C1=CC=CC=C1)OC(NCCN)=O N-(2-aminoethyl)carbamic acid benzyl ester hydrochloride